C(C)(C)(C)OC(=O)NC=1C=C(N(C1)C)C(=O)NC=1C=C(N(C1)C)C(=O)NCCC(=O)NC=1C=C(N(C1)C)C(=O)NC=1C=C(N(C1)C)C(=O)OCC=C prop-2-en-1-yl 4-(4-{3-[(4-{4-[(tert-butoxycarbonyl)amino]-1-methylpyrrole-2-amido}-1-methylpyrrol-2-yl)formamido]propanamido}-1-methylpyrrole-2-amido)-1-methylpyrrole-2-carboxylate